4-(3-(5-(trifluoromethyl)pyridin-2-yloxy)pyrrolidin-1-yl)biphenyl FC(C=1C=CC(=NC1)OC1CN(CC1)C1=CC=C(C=C1)C1=CC=CC=C1)(F)F